4-Methylbenzenesulfonic acid [(3R)-3-(p-tolylsulfonyloxy) butyl] ester C1(=CC=C(C=C1)S(=O)(=O)O[C@@H](CCOS(=O)(=O)C1=CC=C(C=C1)C)C)C